((5-(1H-Pyrazol-4-yl)-1-(2-(6-(trifluoromethyl)imidazo[1,2-a]pyrazin-3-yl)pyrimidin-4-yl)piperidin-3-yl)imino)dimethyl-λ6-sulfanone N1N=CC(=C1)C1CC(CN(C1)C1=NC(=NC=C1)C1=CN=C2N1C=C(N=C2)C(F)(F)F)N=S(=O)(C)C